COC(=O)C1OCC(C1)NC(=O)[C@]1(CC(=NO1)C1=CC(=CC(=C1)F)F)C(C)(F)F 4-[[(5R)-3-(3,5-difluorophenyl)-5-(1,1-difluoro-ethyl)-4H-isoxazole-5-carbonyl]amino]tetrahydrofuran-2-carboxylic acid methyl ester